1-(9-(4-chlorophenyl)-8-(1,5-dimethyl-1H-imidazol-2-yl)-2-((2-hydroxyethyl)(methyl)amino)-9H-purin-6-yl)-4-methylpiperidine-4-carboxamide ClC1=CC=C(C=C1)N1C2=NC(=NC(=C2N=C1C=1N(C(=CN1)C)C)N1CCC(CC1)(C(=O)N)C)N(C)CCO